C(C)(C)(C)N1SC(=CC1=O)Cl 2-(tert-butyl)-5-chloro-isothiazol-3(2H)-one